C1N(CC2=CC=CC=C12)C=1N=C2N(C(C1C)=O)C=C(C=C2[C@H](C)NC=2C(=NC(=CC2)C(F)(F)F)C(=O)O)C (S)-3-((1-(2-(isoindolin-2-yl)-3,7-dimethyl-4-oxo-4H-pyrido[1,2-a]pyrimidin-9-yl)ethyl)amino)-6-(trifluoromethyl)picolinic acid